CC=1C(=NC(=NC1)N)N 5-methylpyrimidine-2,4-diamine